ClC=1C=C2C(=CN1)N(N=C2I)COCC[Si](C)(C)C 5-chloro-3-iodo-1-((2-(trimethylsilyl)ethoxy)methyl)-1H-pyrazolo[3,4-c]Pyridine